BrC1=CC(=C(C=C1F)CC(=O)NC1=C(C=C(C(=O)OC)C=C1)N[C@@H](C(C)(C)OC)C)F |r| Racemic-methyl 4-[[2-(4-bromo-2,5-difluoro-phenyl)acetyl] amino]-3-[(2-methoxy-1,2-dimethyl-propyl)amino]benzoate